C1(CC1)C1=NC=C(C=N1)C=1C=C2C(=NC1)NN=C2C(=O)C=2C(=C(C(=CC2)F)NS(=O)(=O)CC2=CC=CC=C2)F N-(3-(5-(2-cyclopropylpyrimidin-5-yl)-1H-pyrazolo[3,4-b]pyridine-3-carbonyl)-2,6-difluorophenyl)-1-phenylmethanesulfonamide